FC(OC1=C(C=C(C=N1)NC(=O)NC1=C(C=2N(N=C1)C=C(N2)C)[C@H](C)OC)C(F)F)F (S)-N-(6-(difluoromethoxy)-5-(difluoromethyl)pyridin-3-yl)-N'-(8-(1-methoxyethyl)-2-methylimidazo[1,2-b]pyridazin-7-yl)urea